4-(5-(1-(tert-butoxycarbonyl)piperidin-4-yl)-3-isopropyl-1H-indol-2-yl)picolinic acid C(C)(C)(C)OC(=O)N1CCC(CC1)C=1C=C2C(=C(NC2=CC1)C1=CC(=NC=C1)C(=O)O)C(C)C